C(C(C)C)OC1=CC(=CC=N1)C 6-isobutoxy-4-methylpyridine